ONC(C1=CC=C(C=C1)OC1=CC(=NC=C1)C(F)(F)F)=N N-hydroxy-4-(2-(trifluoromethyl)pyridin-4-yloxy)benzamidine